C1(CC1)C1=NN(C=C1C1=NC(=C(C=C1)F)C)C1CC(C1)CCC=1C=C2CN(C(C2=CC1)=O)C1C(NC(CC1)=O)=O 3-(5-(2-((1r,3s)-3-(3-cyclopropyl-4-(5-fluoro-6-methylpyridin-2-yl)-1H-pyrazol-1-yl)cyclobutyl)ethyl)-1-oxoisoindolin-2-yl)piperidine-2,6-dione